C(C)(C)(C)OC(=O)O[C@@H]1[C@H]([C@H](N(C1)C(=O)OC(C)(C)C)CC1=CC=C(C=C1)C=1C=NN(C1)C(F)F)O tert-butyl (2R,3S,4S)-4-[(tert-butoxycarbonyl)oxy]-2-({4-[1-(difluoromethyl)pyrazol-4-yl]phenyl}methyl)-3-hydroxypyrrolidine-1-carboxylate